2,3-dinitrobenzenesulfonyl iodide [N+](=O)([O-])C1=C(C=CC=C1[N+](=O)[O-])S(=O)(=O)I